C[N+]1=CC=C(C=C1)/C=C/C2=CC=C(C=C2)N(C)C.[I-] The molecule is an organic iodide salt consisting of pyridinium iodide having a methyl substituent at the 1-position and a 4-dimethylaminostyryl substituent at the 4-position. It has a role as a fluorochrome. It is an organic iodide salt and a pyridinium salt. It contains a 4-[4-(dimethylamino)styryl]-N-methylpyridinium.